(5-methyl-3-(pyrimidin-2-yl)pyridin-2-yl)((1S,4R,6R)-6-((5-methylpyridin-2-yl)amino)-2-azabicyclo[2.2.2]oct-2-yl)methanone CC=1C=C(C(=NC1)C(=O)N1[C@@H]2[C@@H](C[C@H](C1)CC2)NC2=NC=C(C=C2)C)C2=NC=CC=N2